(R)-3-(1-Aminoethyl)-2-(trifluoromethyl)benzonitrile N[C@H](C)C=1C(=C(C#N)C=CC1)C(F)(F)F